ALPHA-METHYL-BETA-PROPIOLACTON CC1C(=O)OC1